OC1=C(C2=CC=CC=C2C=C1C(NC1=C(C=CC=C1)Cl)=O)N=NC=1C(C2=CC3=CC(=CC=C3C2=CC1)N=NC1=C(C(=CC2=CC=CC=C12)C(NC1=C(C=CC=C1)Cl)=O)O)=O 2,7-bis(2-hydroxy-3-(2-chlorophenylcarbamoyl)-1-naphthylazo)fluorenone